(s)-2-[4-(N-2-cyanoethylsulfamoyl)benzamido]Benzothiazole-6-carboxylic acid ethyl ester C(C)OC(=O)C1=CC2=C(N=C(S2)NC(C2=CC=C(C=C2)S(NCCC#N)(=O)=O)=O)C=C1